tris(4-methoxy-2,3,5,6-tetrafluorophenyl)boron COC1=C(C(=C(C(=C1F)F)B(C1=C(C(=C(C(=C1F)F)OC)F)F)C1=C(C(=C(C(=C1F)F)OC)F)F)F)F